(Z)-2-(2-aminothiazole-4-yl)-2-methoxycarbonyl-methoxyiminothioacetic acid NC=1SC=C(N1)C(C(=S=NOC)O)C(=O)OC